5-fluoro-3-methyleneindolone tert-butyl-(2S)-2-{[(4-{3-[(3-chloro-2-methylphenyl)amino]-4-oxo-1H,5H,6H,7H-pyrrolo[3,2-c]pyridin-2-yl}pyridin-3-yl)oxy]methyl}pyrrolidine-1-carboxylate C(C)(C)(C)OC(=O)N1[C@@H](CCC1)COC=1C=NC=CC1C1=C(C=2C(NCCC2N1)=O)NC1=C(C(=CC=C1)Cl)C.FC=1C=C2C(C(NC2=CC1)=O)=C